NC1=CC=C(C=N1)N1C(CN(CC1)C(=O)OC(C)(C)C)=O tert-butyl 4-(6-amino-3-pyridyl)-3-oxo-piperazine-1-carboxylate